FC1=CC(=CC2=C1N=C(S2)N)[N+](=O)[O-] 4-fluoro-6-nitro-1,3-benzothiazol-2-amine